methyl 3-{N-[3-(dimethylamino)propyl]2-hexyldecanesulfonamido}-dodecanoate Methyl-3-{[3-(dimethylamino)propyl]amino}dodecanoate COC(CC(CCCCCCCCC)NCCCN(C)C)=O.CN(CCCN(S(=O)(=O)CC(CCCCCCCC)CCCCCC)C(CC(=O)OC)CCCCCCCCC)C